4-chloro-7-(trifluoromethyl)-10H-benzofuro[3,2-b]indole-1-carboxylic acid ClC1=C2C3=C(NC2=C(C=C1)C(=O)O)C1=C(O3)C=C(C=C1)C(F)(F)F